C(=O)[C@H](C[C@H]1C(NCC1)=O)NC(OC(C)(C)C)=O tert-butyl N-[(1S)-1-formyl-2-[(3S)-2-oxopyrrolidin-3-yl]ethyl]carbamate